4-((2-(((6-bromo-3-chloropyridin-2-yl)(1-methylcyclopentyl)methyl)amino)-3,4-dioxocyclobut-1-en-1-yl)amino)-3-hydroxy-N,N-dimethylpicolinamide BrC1=CC=C(C(=N1)C(C1(CCCC1)C)NC1=C(C(C1=O)=O)NC1=C(C(=NC=C1)C(=O)N(C)C)O)Cl